5-(3,4-difluorophenyl)-N-[3-fluoro-4-[(7-methoxy-1,5-naphthyridin-4-yl)oxy]phenyl]-4-hydroxy-2,6-dimethylpyridine-3-carboxamide FC=1C=C(C=CC1F)C=1C(=C(C(=NC1C)C)C(=O)NC1=CC(=C(C=C1)OC1=CC=NC2=CC(=CN=C12)OC)F)O